C(C1CO1)OCCC[Si](OC)(OC)C (γ-glycidoxypropyl)(methyl)dimethoxysilane